Cl.C12CC(CC(CC1)N2)N(C=2SC1=C(C=NC(=C1)C=1C=C(C=3N(C1)C=C(N3)C)F)N2)C N-[(3-exo)-8-azabicyclo[3.2.1]oct-3-yl]-6-(8-fluoro-2-methylimidazo[1,2-a]pyridin-6-yl)-N-methyl-[1,3]thiazolo[4,5-c]pyridin-2-amine hydrochloride